C[C@@H]1CN(C[C@@H](O1)C)C(=O)C=1C2=C(N(N1)CC(=O)N1CCN(CC1)C1=C3C=NN(C3=CC=C1)C)CCC2 2-{3-[(2R,6S)-2,6-dimethylmorpholine-4-carbonyl]-5,6-dihydrocyclopenta[c]pyrazol-1(4H)-yl}-1-[4-(1-methyl-1H-indazol-4-yl)piperazin-1-yl]ethan-1-one